CCN(CC1=CC(=CC=C1)S(=O)(=O)O)C2=CC=C(C=C2)C(=C3C=CC(=[N+](CC)CC4=CC(=CC=C4)S(=O)(=O)O)C=C3)C5=CC=C(C=C5)S(=O)(=O)O The molecule is the iminium ion derived from acid green 5 (the disodium salt). It is a conjugate acid of an acid green 5(2-).